10-(1,4-dihydroxy-2-naphthyl)-9,10-dihydro-9-oxa-10-phosphaphenanthrene-oxide OC1=C(C=C(C2=CC=CC=C12)O)P1(OC2=CC=CC=C2C=2C=CC=CC12)=O